2,6-dimethylterephthalic amide CC1=C(C(=O)N)C(=CC(=C1)C(=O)O)C